O(C1=CC=CC=C1)C1=C(C(=O)C2=CC(=CC=C2)C(C2=C(C=CC=C2)OC2=CC=CC=C2)=O)C=CC=C1 1,3-bis(phenoxybenzoyl)benzene